(S)-4-(cyclopropylethynyl)-7-((4-methoxy-2,6-dimethylpyrimidin-5-yl)methyl)-4-(trifluoromethyl)-1-((2-(trimethylsilyl)ethoxy)methyl)-3,4-dihydroquinazolin-2(1H)-one C1(CC1)C#C[C@@]1(NC(N(C2=CC(=CC=C12)CC=1C(=NC(=NC1C)C)OC)COCC[Si](C)(C)C)=O)C(F)(F)F